FC1=CC=C(O[C@H](CN2C(N(C(C3=C2SC(=C3C)C=3OC=CN3)=O)C(C(=O)O)(C)C)=O)C3=CC=CC=C3)C=C1 (S)-2-(1-(2-(4-fluorophenoxy)-2-phenylethyl)-5-methyl-6-(oxazol-2-yl)-2,4-dioxo-1,2-dihydrothieno[2,3-d]pyrimidin-3(4H)-yl)-2-methylpropanoic acid